BrC1=C2C(=C3C(=NC(=NC3=C1F)SC)Cl)ONO2 4-bromo-9-chloro-5-fluoro-7-(methylthio)-[1,3]dioxazolo[4,5-f]quinazoline